C(C)(=O)N1[C@H](CC1)CN1C(=NC2=C1C=C(C=C2)C(=O)O)CC2=C(C=C(C=C2)C2=CC=CC=1OC(OC12)(C)C1=C(C=C(C=C1)Cl)F)F 3-[[(2R)-1-Acetylazetidin-2-yl]methyl]-2-[[4-[2-(4-chloro-2-fluoro-phenyl)-2-methyl-1,3-benzodioxol-4-yl]-2-fluoro-phenyl]methyl]benzimidazole-5-carboxylic acid